O1CCOC2=C1C=CC(=C2)/C=C/C(=O)C2=C(C=C(OCC(=O)O)C=C2)O 2-[4-[(E)-3-(2,3-Dihydro-1,4-benzodioxin-6-yl)prop-2-enoyl]-3-hydroxyphenoxy]acetic acid